(S)-3-methoxy-1'-methyl-N-(6-(5-methyl-6,7-dihydro-5H-pyrrolo[2,1-c][1,2,4]triazol-3-yl)pyridin-2-yl)-1'H-[1,3'-bipyrazole]-4-carboxamide COC1=NN(C=C1C(=O)NC1=NC(=CC=C1)C=1N2C(=NN1)CC[C@@H]2C)C2=NN(C=C2)C